ethyl 2,2-dinitroacetate potassium salt [K].[N+](=O)([O-])C(C(=O)OCC)[N+](=O)[O-]